5-((4-Hydroxypiperidin-4-yl)methyl)-1-(6-phenylpyridin-3-yl)-1,5-dihydro-4H-pyrazolo[3,4-d]pyrimidin-4-one trifluoroacetic acid salt FC(C(=O)O)(F)F.OC1(CCNCC1)CN1C=NC2=C(C1=O)C=NN2C=2C=NC(=CC2)C2=CC=CC=C2